[C@@H]12OC[C@@H](N(C1)C[C@H](CSC=1C(=C(C=C3C(=NC(NC13)=O)O)C(F)(F)F)Cl)O)C2 8-(((R)-3-((1S,4S)-2-oxa-5-azabicyclo[2.2.1]heptan-5-yl)-2-hydroxypropyl)thio)-7-chloro-4-hydroxy-6-(trifluoromethyl)quinazolin-2(1H)-one